3-(1-acetyl-4-hydroxypiperidin-4-yl)-5-(((R)-1-(3-(difluoromethyl)-2-fluorophenyl)ethyl)amino)-1,7-Dimethyl-8-(((R)-1-methylpyrrolidin-2-yl)ethynyl)-1,6-naphthyridin-2(1H)-one C(C)(=O)N1CCC(CC1)(O)C=1C(N(C2=C(C(=NC(=C2C1)N[C@H](C)C1=C(C(=CC=C1)C(F)F)F)C)C#C[C@@H]1N(CCC1)C)C)=O